CN(C1=NC(=C(C=C1N)NC1=NC=CC(=N1)C1=CN(C2=CC=CC=C12)C)OCC(F)(F)F)CCN(C)C N2-methyl-N2-[2-(dimethylamino)ethyl]-6-(2,2,2-trifluoroethoxyl)-N5-[4-(1-methyl-1H-indol-3-yl)pyrimidin-2-yl]pyridin-2,3,5-triamine